8-((1H-imidazol-5-yl)methyl)-5-ethynyl-6-methyl-2-((4-(4-methylpiperazin-1-yl)phenyl)amino)pyrido[2,3-d]pyrimidin-7(8H)-one N1C=NC=C1CN1C(C(=C(C2=C1N=C(N=C2)NC2=CC=C(C=C2)N2CCN(CC2)C)C#C)C)=O